O1C(OCC1)C1CCN(CC1)C1=CC(=C(N)C=C1)F 4-(4-(1,3-Dioxolan-2-yl)piperidin-1-yl)-2-fluoroaniline